(1R,2S,5S)-N-[2-amino-1-(1-methyl-2-oxo-4-piperidyl)-2-oxo-ethyl]-3-[(2S)-3,3-dimethyl-2-[(2,2,2-trifluoroacetyl)amino]butanoyl]-6,6-dimethyl-3-azabicyclo[3.1.0]hexane-2-carboxamide NC(C(C1CC(N(CC1)C)=O)NC(=O)[C@@H]1[C@H]2C([C@H]2CN1C([C@H](C(C)(C)C)NC(C(F)(F)F)=O)=O)(C)C)=O